1,2-dimethyl-1H-benzimidazol CN1C(=NC2=C1C=CC=C2)C